4-Methyl-N-((R)-2-(((S)-11-oxo-2,3,10,11-tetrahydro-1H,5H-benzo[d]pyrazolo[1,2-a][1,2]diazepin-10-yl)carbamoyl)butyl)-2-(6-(trifluoromethyl)pyridin-3-yl)thiazole-5-carboxamide CC=1N=C(SC1C(=O)NC[C@@H](CC)C(N[C@H]1C2=C(CN3N(C1=O)CCC3)C=CC=C2)=O)C=2C=NC(=CC2)C(F)(F)F